ClC1=C(CNC(CN2N=C(C=CC2=O)C2=CC(=C(C=C2)OC)OC)=O)C=CC=C1 N-(2-chlorobenzyl)-2-(3-(3,4-dimethoxyphenyl)-6-oxopyridazin-1(6H)-yl)acetamide